C(C)(=O)OCC1=CC=C(C=C1)N1C(=NC=2C1=NC(=C(C2)C#N)C)C=2C(=NC=CC2)N 4-(2-(2-aminopyridin-3-yl)-6-cyano-5-methyl-3H-imidazo[4,5-b]pyridin-3-yl)benzyl acetate